(2Z)-2-methylbut-2-enal C/C(/C=O)=C/C